O1C(=CC=C1)C=1C=CC(=C(C1)NC1=NC=NC2=CC(=C(C=C12)N1CC2(C1)CN(CCC2)C(C=C)=O)OC)OC 1-(2-(4-((5-(furan-2-yl)-2-methoxyphenyl)amino)-7-methoxyquinazolin-6-yl)-2,6-diazaspiro[3.5]nonan-6-yl)prop-2-en-1-one